azaanthranilate C(C=1C(N)=NC=CC1)(=O)[O-]